di(trimethylsilyl)peroxide C[Si](C)(C)OO[Si](C)(C)C